NC=1C(=NC(=C(N1)C1=CC(=CC=C1)F)Cl)C(=O)N 3-amino-6-chloro-5-(3-fluorophenyl)pyrazine-2-carboxamide